C(C1=CC=CC=C1)N1CCC(CC1)CC1C(C2=CC=C(C=C2C1)C=1CCN(CC1)CCN1C=CC2=CC(=CC=C12)C#N)=O (2-(4-(2-((1-benzylpiperidin-4-yl)methyl)-1-oxo-2,3-dihydro-1H-inden-5-yl)-3,6-dihydropyridin-1(2H)-yl)ethyl)-1H-indole-5-carbonitrile